quinolin-3-ylnonanamide N1=CC(=CC2=CC=CC=C12)C(C(=O)N)CCCCCCC